[Cu]=O.[Ca].[Ba].[Bi] bismuth barium calcium copper oxide